t-butyl glycolate (t-butyl glycolate) C(C)(C)(C)C(C(=O)O)O.C(CO)(=O)OC(C)(C)C